tert-butyl (4-(1,1-dioxido-2,5-dihydrothiophen-3-yl)phenyl)carbamate O=S1(CC(=CC1)C1=CC=C(C=C1)NC(OC(C)(C)C)=O)=O